NC1=C2C(=C(C=3CN(CC13)CCCOC)N)C=C1C=CC=CC1=C2 4,11-diamino-2-(3-methoxypropyl)-1H-naphtho[2,3-F]isoindole